N-benzyl-N-{6-[bis(2-thienylmethyl)amino]-6-oxohexyl}thiophene-2-carboxamide C(C1=CC=CC=C1)N(C(=O)C=1SC=CC1)CCCCCC(=O)N(CC=1SC=CC1)CC=1SC=CC1